(R or S)-5-(2-(3-(2-(4,5-dimethylthiophen-2-yl)ethyl)-3-(ethoxymethyl)pyrrolidin-1-yl)propan-2-yl)-2-methylpyridine citrate C(CC(O)(C(=O)O)CC(=O)O)(=O)O.CC=1C=C(SC1C)CC[C@@]1(CN(CC1)C(C)(C)C=1C=CC(=NC1)C)COCC |o1:22|